(E)-N-(1-(1H-indol-3-yl)hex-3-en-2-yl)-6-(4-methylpiperazin-1-yl)benzo[b]Thiophene-2-carboxamide N1C=C(C2=CC=CC=C12)CC(\C=C\CC)NC(=O)C1=CC2=C(S1)C=C(C=C2)N2CCN(CC2)C